N-((1r,4r)-4-(3,3-difluoroazetidin-1-yl)cyclohexyl)-1-isobutyl-3-methyl-1H-thieno[2,3-c]pyrazole-5-carboxamide FC1(CN(C1)C1CCC(CC1)NC(=O)C1=CC2=C(N(N=C2C)CC(C)C)S1)F